C[C@H](C(=O)N1CC2=CC=C(C=C2C1)C1=C(C(=O)O)C=CC=C1)CC (S)-2-(2-(2-Methylbutanoyl)isoindolin-5-yl)benzoic acid